4-phenylcyclohexene C1(=CC=CC=C1)C1CC=CCC1